C(C)(C)(C)C1C=2C=C(C(N(C2C2=C(C1)N1C(=N2)C(=CC(=C1)OC(F)F)OC(F)F)CC1=C(C=C(C=C1)OC)OC)=O)C(=O)O 5-(tert-butyl)-9,11-bis(difluoromethoxy)-1-(2,4-dimethoxybenzyl)-2-oxo-1,2,5,6-tetrahydropyrido[2',1':2,3]imidazo[4,5-h]quinoline-3-carboxylic acid